[5-[4-[6-chloro-5-[(1-cyanocyclopropyl)carbamoyl]-3-pyridyl]pyrazol-1-yl]-1-methyl-4-(trifluoromethyl)pyrazol-3-yl]1,1,1,2,3,3,3-heptafluoropropane-2-sulfonate ClC1=C(C=C(C=N1)C=1C=NN(C1)C1=C(C(=NN1C)OS(=O)(=O)C(C(F)(F)F)(C(F)(F)F)F)C(F)(F)F)C(NC1(CC1)C#N)=O